8-((1-(benzylthio)cyclopropyl)methoxy)-1-methyl-2-oxo-1,2-dihydropyrido[2,3-d]pyridazine-3-carboxylic acid C(C1=CC=CC=C1)SC1(CC1)COC=1N=NC=C2C1N(C(C(=C2)C(=O)O)=O)C